C(#N)[C@@]1(COCC2=CC=C(C=C12)C(=O)NCC1=NC=C2C=CC(=NC2=C1)N1N=C(C(=C1)F)C)C (R)-4-cyano-N-((2-(4-fluoro-3-methyl-1H-pyrazol-1-yl)-1,6-naphthyridin-7-yl)methyl)-4-methylisochromane-6-carboxamide